Tert-butyl 2-[2-(2-methylsulfonyloxyethoxy)ethoxy]acetate CS(=O)(=O)OCCOCCOCC(=O)OC(C)(C)C